2-chloro-4-(1-((1-chlorocyclopropyl)methyl)-1H-pyrazol-4-yl)-5-methylpyrimidine ClC1=NC=C(C(=N1)C=1C=NN(C1)CC1(CC1)Cl)C